(S)-3-(3-fluoro-4-methylphenyl)-N-(5-methoxy-2-(N-methylsulfamoyl)phenyl)-3-(1,2,4-thiadiazol-5-yl)pyrrolidine-1-carboxamide FC=1C=C(C=CC1C)[C@@]1(CN(CC1)C(=O)NC1=C(C=CC(=C1)OC)S(NC)(=O)=O)C1=NC=NS1